CCCCCCCCCCCCCCCC(=O)OC[C@H](COP(=O)(O)OC[C@H](CO)O)O The molecule is a 1-acyl-sn-glycero-3-phospho-(1'-sn-glycerol) in which the 1-acyl substituent is specified as hexadecanoyl (palmitoyl). It derives from a hexadecanoic acid. It is a conjugate acid of a 1-hexadecanoyl-sn-glycero-3-phospho-(1'-sn-glycerol)(1-).